4-(1,1-difluoro-2-methylpropan-2-yl)-N-(4-methyl-3-(7-(methylamino)-1,6-naphthyridin-3-yl)phenyl)picolinamide FC(C(C)(C)C1=CC(=NC=C1)C(=O)NC1=CC(=C(C=C1)C)C=1C=NC2=CC(=NC=C2C1)NC)F